OC(CNC(C1=C(C(=C(C(=C1I)NC(COC)=O)I)C(=O)Cl)I)=O)CO (2,3-dihydroxy-1-propyl)-5-methoxyacetamido-3-chloroformyl-2,4,6-triiodobenzamide